C[C@H]([C@H]1CC[C@@H]2[C@@]1(CC[C@H]3[C@H]2CCC4[C@@]3(CC[C@@H](C4)O)C)C)O pregnan-3beta,20beta-diol